tert-butyl (±)-(2-isopropoxy-1-(3-(trifluoromethyl)phenyl)ethyl)carbamate C(C)(C)OC[C@@H](C1=CC(=CC=C1)C(F)(F)F)NC(OC(C)(C)C)=O |r|